tert-Butyl 3-(4-(1-methoxyethyl)-7-(thiazol-2-yl)benzo[d]oxazol-2-yl)-3,8-diazabicyclo[3.2.1]octane-8-carboxylate COC(C)C1=CC=C(C2=C1N=C(O2)N2CC1CCC(C2)N1C(=O)OC(C)(C)C)C=1SC=CN1